CC(=O)O[C@@H]1C[C@]2([C@@H](CCC2=O)C3=C1[C@]4([C@H](OC(=O)/C(=C/N(CC=C)CC=C)/C4=C(C3=O)O)COC)C)C The molecule is an organic heterotetracyclic compound that is obtained from wortmanin via aminolysis of its furan ring by diallyl amine. It has a role as an EC 2.7.1.137 (phosphatidylinositol 3-kinase) inhibitor. It is an organic heterotetracyclic compound, a delta-lactone, an acetate ester and a tertiary amino compound. It derives from a wortmannin.